ClC1=C(CN2CCC3(CN(C3)C(=O)OC(C(F)(F)F)C(F)(F)F)CC2)C=CC(=C1)N1CCOCC1 1,1,1,3,3,3-Hexafluoropropan-2-yl 7-(2-chloro-4-morpholinobenzyl)-2,7-diazaspiro[3.5]nonane-2-carboxylate